BrC1=CC=C(C=C1)N1N=C(C(=C1)[C@H]1O[C@@H](C(N1CCC1=CC=C(C=C1)OC)=O)C)C1=CC=C(C=C1)F (2R,5R)-2-(1-(4-bromophenyl)-3-(4-fluorophenyl)-1H-pyrazol-4-yl)-3-(4-Methoxyphenethyl)-5-methyloxazolidin-4-one